methyl (3R)-3-(tert-butoxycarbonylamino)-4-oxo-5-[[4-(1,1,2,2-tetrafluoroethoxy)phenyl]methyl]-2,3-dihydro-1,5-benzothiazepine-7-carboxylate C(C)(C)(C)OC(=O)N[C@H]1CSC2=C(N(C1=O)CC1=CC=C(C=C1)OC(C(F)F)(F)F)C=C(C=C2)C(=O)OC